F[C@@H](CCCCC(=O)NC1=CC=C(C=C1)NCC1=CC=C(C=C1)O)CF (6S)-6,7-difluoro-N-(4-((4-hydroxybenzyl)amino)phenyl)heptanamide